(R)-6'-hydroxy-3'-(methoxymethyl)-2',4',6'-trimethylspiro[cyclopropane-1,5'-inden] O[C@]1(C2(C(=C3C(=C(CC3=C1)C)COC)C)CC2)C